(R)-1-(2,5-difluoro-pyridin-3-yl)ethyl (1-methyl-4-(5-((6-(trifluoromethyl)-pyridin-3-yl)-carbamoyl)pyridin-2-yl)-1H-1,2,3-triazol-5-yl)-carbamate CN1N=NC(=C1NC(O[C@H](C)C=1C(=NC=C(C1)F)F)=O)C1=NC=C(C=C1)C(NC=1C=NC(=CC1)C(F)(F)F)=O